O=C(NCCOCC(=O)O)COCCNC(COCCNC(COCCNC(COCCNC(CNC(COCCOCCNC(CC)=O)=O)=O)=O)=O)=O 7,13,19,25,31,34,43-heptaoxo-3,9,15,21,27,36,39-heptaoxa-6,12,18,24,30,33,42-heptaazapentatetracontanoic acid